C(CC)C1C(C2C=CC1C2)C=O 3-propyl-bicyclo[2.2.1]-hept-5-en-2-carbaldehyde